N=1C=CN2C(=NC=CC21)O[C@@H]2C[C@@H](N(C2)CC2=CN=C(S2)NC(C)=O)C N-(5-(((2S,4R)-4-(imidazo[1,2-c]pyrimidin-5-yloxy)-2-methylpyrrolidin-1-yl)methyl)thiazol-2-yl)acetamide